CC1=C(C=C(C=C1)C(=O)N1CCC2(CC1)CCC(CC2)C([2H])([2H])N2CCNCC2)N2C(NC(CC2)=O)=O 1-(2-methyl-5-(9-(piperazin-1-ylmethyl-d2)-3-azaspiro[5.5]undecane-3-carbonyl)phenyl)dihydropyrimidine-2,4(1H,3H)-dione